2-[(2-methoxyacetyl)(2,6-difluoropyridin-4-yl)amino]-N-(2,2-dimethylcyclobutyl)-5-methylthiazole-4-carboxamide COCC(=O)N(C=1SC(=C(N1)C(=O)NC1C(CC1)(C)C)C)C1=CC(=NC(=C1)F)F